BrC=1C=C(C=CC1C)N1C(N(C(C1=O)(C)C)C1=CC(=NC=C1)C(F)(F)F)=O 3-(3-bromo-4-methylphenyl)-5,5-dimethyl-1-(2-(trifluoromethyl)pyridin-4-yl)imidazolidine-2,4-dione